9-(1-((6-chloro-2-(1-methyl-1H-1,2,4-triazol-3-yl)pyridin-3-yl)amino)ethyl)-3-(1-cyclopropylazetidin-3-yl)-4,7-dimethyl-3,4-dihydro-5H-pyrazolo[3,4-c]isoquinolin-5-one ClC1=CC=C(C(=N1)C1=NN(C=N1)C)NC(C)C=1C=2C3=C(N(C(C2C=C(C1)C)=O)C)N(N=C3)C3CN(C3)C3CC3